CN(C1=C(C=C(C=C1)S(=O)(=O)NC)NC1=NC=NC2=CC(=CC=C12)OCCCN1CCC2(CC1)CCN(CC2)C(C2=CC(=C(C=C2)OC)N2C(NC(CC2)=O)=O)=O)C 4-(dimethylamino)-3-((7-(3-(9-(3-(2,4-dioxotetrahydropyrimidin-1(2H)-yl)-4-methoxybenzoyl)-3,9-diazaspiro[5.5]undecan-3-yl)propoxy)quinazolin-4-yl)amino)-N-methylbenzenesulfonamide